BrC1=C(NC=C1)C=O 3-BROMO-2-FORMYLPYRROLE